FC1(CCC(CC1)NC1=NC(=CC(=C1)CNC(C(C)C)=O)N1N=C(C=C1)CF)F N-((2-((4,4-difluorocyclohexyl)amino)-6-(3-(fluoromethyl)-1H-pyrazol-1-yl)pyridin-4-yl)methyl)isobutyramide